N1(CCNCC1)CCNC1=C2C(NC(C2=CC=C1)=O)=O 4-{[2-(piperazin-1-yl)ethyl]amino}-2,3-dihydro-1H-isoindole-1,3-dione